2-fluoro-3-((1S,2S)-2-(4,4,5,5-tetramethyl-1,3,2-dioxaborolan-2-yl)cyclopropyl)benzonitrile FC1=C(C#N)C=CC=C1[C@@H]1[C@H](C1)B1OC(C(O1)(C)C)(C)C